C(C)(C)(C)OC(=O)N1CCC(CC1)C=1C=C(C=C2C=C(N(C12)CC1CC1)C(=O)OCC)F ethyl 7-(1-(tert-butoxycarbonyl)piperidin-4-yl)-1-(cyclopropylmethyl)-5-fluoro-1H-indole-2-carboxylate